C(C)(C)(C)C1=C(C(=CC=C1)C(C)(C)C)O 2,6-ditertiary butylphenol